3-(4-(4-oxoazetidin-2-yl)phenyl)propanoic acid O=C1CC(N1)C1=CC=C(C=C1)CCC(=O)O